Ethyl-N-(2-methoxyethyl)-6-nitropyridin-3-amine C(C)C1=NC(=CC=C1NCCOC)[N+](=O)[O-]